7-(4-bromo-3-chloro-benzoyl)-N-[(1R)-1-(4-methoxyphenyl)ethyl]-3-oxo-2-(4-pyrazol-1-ylphenyl)-6,8-dihydro-5H-imidazo[1,5-a]pyrazine-1-carboxamide BrC1=C(C=C(C(=O)N2CC=3N(CC2)C(N(C3C(=O)N[C@H](C)C3=CC=C(C=C3)OC)C3=CC=C(C=C3)N3N=CC=C3)=O)C=C1)Cl